(3-acetamidophenyl)-N-(2-(dimethylamino)ethyl)-2-(4-(trifluoromethyl)phenyl)oxazole-4-carboxamide C(C)(=O)NC=1C=C(C=CC1)C1=C(N=C(O1)C1=CC=C(C=C1)C(F)(F)F)C(=O)NCCN(C)C